ClC=1C=C(C=CC1C)CC(C(=O)O)=O 3-(3-chloro-4-methylphenyl)-2-oxopropanoic acid